ClC1=NC=CC(=C1C#N)N1CCN(CCC1)C1=CC=C(C=C1)CC(=O)N(C)C 2-(4-(4-(2-chloro-3-cyanopyridin-4-yl)-1,4-diazacycloheptan-1-yl)phenyl)-N,N-dimethylacetamide